(4-benzylpiperazin-1-yl)-(4-ethoxy-phenyl)methanone C(C1=CC=CC=C1)N1CCN(CC1)C(=O)C1=CC=C(C=C1)OCC